1-(4-((1-hydroxy-2-methylpropan-2-yl)oxy)-3-methylphenyl)-3-(1-isopropyl-3-(4-(trifluoromethyl)phenyl)-1H-pyrazol-5-yl)propan-1-one OCC(C)(C)OC1=C(C=C(C=C1)C(CCC1=CC(=NN1C(C)C)C1=CC=C(C=C1)C(F)(F)F)=O)C